COC[C@H](OCC=1N=CSC1)C1=CC(=C(C(=O)NC2(CC2)C2=C3C=CC=NC3=CC(=C2)C2=CC(=NN2)C(=O)N(C)C)C=C1)C |r| rac-(R)-5-(5-(1-(4-(2-methoxy-1-(thiazol-4-ylmethoxy)ethyl)-2-methylbenzamido)cyclopropyl)quinolin-7-yl)-N,N-dimethyl-1H-pyrazole-3-carboxamide